SCCCOCC(COCCCS)(CC)COCCCS 3-[2,2-bis[(3-mercaptopropoxy)methyl]butoxy]-1-propanethiol